4-chloro-1-trityl-1H-pyrazolo[4,3-c]pyridine ClC1=NC=CC2=C1C=NN2C(C2=CC=CC=C2)(C2=CC=CC=C2)C2=CC=CC=C2